NCCNC1=CC=C2CN(C(C2=C1)=O)C1C(NC(CC1)=O)=O 3-(6-((2-aminoethyl)amino)-1-oxoisoindolin-2-yl)piperidine-2,6-dione